CC1=NN2C(N=C(C(=C2C)O[C@H]2CN(CC2)C2=CC=C(C=C2)C23CC(C2)(C3)CN3CCOCC3)C)=N1 (R)-4-((3-(4-(3-((2,5,7-trimethyl-[1,2,4]triazolo[1,5-a]pyrimidin-6-yl)oxy)pyrrolidin-1-yl)phenyl)bicyclo[1.1.1]pentan-1-yl)methyl)morpholine